(2S,4r)-1-[(2S)-2-(4-cyclopropyl-triazol-1-yl)-3,3-dimethyl-butyryl]-4-hydroxy-N-[[2-(2-propoxyphenoxy)-3-pyridinyl]methyl]pyrrolidine-2-carboxamide C1(CC1)C=1N=NN(C1)[C@H](C(=O)N1[C@@H](C[C@H](C1)O)C(=O)NCC=1C(=NC=CC1)OC1=C(C=CC=C1)OCCC)C(C)(C)C